trimethyl-[2-[[4-(7-nitro-1H-indol-3-yl)pyrazol-1-yl]methoxy]ethyl]silane C[Si](CCOCN1N=CC(=C1)C1=CNC2=C(C=CC=C12)[N+](=O)[O-])(C)C